2-methyl-3-chloromethyl-anisole bis(8-(heptadecan-9-yloxy)-8-oxooctyl)2-(((3-(piperidin-1-yl)propyl)-carbamoyl)oxy)malonate CCCCCCCCC(CCCCCCCC)OC(CCCCCCCOC(C(C(=O)OCCCCCCCC(=O)OC(CCCCCCCC)CCCCCCCC)OC(NCCCN1CCCCC1)=O)=O)=O.CC1=C(C=CC=C1CCl)OC